7-nitro-1,4-benzodioxane-6-formic acid methyl ester COC(=O)C1=CC2=C(OCCO2)C=C1[N+](=O)[O-]